(1R,2R)-2-sulfamoylcyclopentyl 4-[(1S,4R,5R)-5-{[5-cyclopropyl-3-(2,6-dichlorophenyl)-1,2-oxazol-4-yl]methoxy}-3-oxo-2-azabicyclo[2.2.1]heptan-2-yl]-2-fluorobenzoate C1(CC1)C1=C(C(=NO1)C1=C(C=CC=C1Cl)Cl)CO[C@H]1[C@@H]2C(N([C@H](C1)C2)C2=CC(=C(C(=O)O[C@H]1[C@@H](CCC1)S(N)(=O)=O)C=C2)F)=O